FC=1[C@@]2(C3=CC=CC=C3C1F)CC(CCC2)=O (R)-2',3'-difluorospiro[cyclohexane-1,1'-indene]-3-one